C1(CC1)C1=CC(=NN1)NC1=NC(=NC=C1)N1C2CC(C1)(C2)C(C)OC N-(5-Cyclopropyl-1H-pyrazol-3-yl)-2-[4-(1-methoxyethyl)-2-azabicyclo[2.1.1]hexan-2-yl]pyrimidin-4-amine